2-(((2S,5S)-5-(6-((4-chloro-2-fluorobenzyl)oxy)pyridin-2-yl)tetrahydro-2H-pyran-2-yl)methyl)-1-(thiazol-5-ylmethyl)-1H-benzo[d]imidazole-6-carboxylic acid ClC1=CC(=C(COC2=CC=CC(=N2)[C@@H]2CC[C@H](OC2)CC2=NC3=C(N2CC2=CN=CS2)C=C(C=C3)C(=O)O)C=C1)F